7-(((1-(2-(4-(4-aminophenyl)piperazin-1-yl)ethyl)piperidin-4-yl)methyl)amino)-5,6-difluoro-2-(((tetrahydro-2H-pyran-4-yl)thio)methyl)quinazolin-4(3H)-one NC1=CC=C(C=C1)N1CCN(CC1)CCN1CCC(CC1)CNC1=C(C(=C2C(NC(=NC2=C1)CSC1CCOCC1)=O)F)F